C(OC[C@H]1O[C@@]([C@@H]([C@@H]1O)O)(C#N)C1=CC=C2C(=NC=NN21)N)(OCCOC)=O ((2R,3S,4R,5R)-5-(4-aminopyrrolo[2,1-f][1,2,4]triazine-7-yl)-5-cyano-3,4-dihydroxytetrahydrofuran-2-yl)methyl (2-methoxyethyl) carbonate